(6As,10aS)-9-(hydroxymethyl)-6,6-dimethyl-3-propyl-6a,7,10,10a-tetrahydrobenzo[c]chromen-1-ol OCC=1C[C@H]2[C@@H](C(OC=3C=C(C=C(C23)O)CCC)(C)C)CC1